ClCCN(C)CCCl 2-chloro-N-(2-chloroethyl)-N-methylethan-1-amine